N1N=CC2=CC(=CC=C12)C1=CC2=C(N(C3=C(O2)C=C(C(=C3)C)C=3C=C2C=NNC2=CC3)CCN3[C@@H]2CN([C@H](C3)C2)C(=O)OC(C)(C)C)N=C1 tert-butyl (1S,4S)-5-(2-(3,7-di(1H-indazol-5-yl)-8-methyl-10H-benzo[b]pyrido[2,3-e][1,4]oxazin-10-yl)ethyl)-2,5-diazabicyclo[2.2.1]heptane-2-carboxylate